C1(CC1)NC(C(C)OC1=CC=C(C=C1)C=O)=O N-CYCLOPROPYL-2-(4-FORMYLPHENOXY)PROPANAMIDE